5-tert-butoxycarbonyl-1-cyclopropyl-2-oxo-pyridine-4-carboxylic acid C(C)(C)(C)OC(=O)C=1C(=CC(N(C1)C1CC1)=O)C(=O)O